C(C)(C)(C)OC(NCC1CCN(CC1)C1=CC=NC2=CC=CC=C12)=O (1-(quinolin-4-yl)piperidin-4-yl)methylcarbamic acid tert-butyl ester